C(C(C)(C)C)NC(C1=CC(=CC=C1)NC1=CC=C(C=C1)\C=C\C1=NC=CC=C1)=O (E)-N-neopentyl-3-((4-(2-(pyridin-2-yl)vinyl)phenyl)amino)benzamide